(R)-6-(4-(diethylamino)-3-nitrophenyl)-5-methyl-4,5-dihydropyridazin-3(2H)-one C(C)N(C1=C(C=C(C=C1)C=1[C@@H](CC(NN1)=O)C)[N+](=O)[O-])CC